(4-((3-bromobenzyl)oxy)phenyl)methanol BrC=1C=C(COC2=CC=C(C=C2)CO)C=CC1